N[C@H](C=1N=C2N(N=C(C=C2)CC2C(NC[C@@H](C2)C(F)(F)F)=O)C1)C1CC(C1)(C1CC1)C1CC1 (5R)-3-((2-((S)-amino(3,3-dicyclopropylcyclobutyl)methyl)imidazo[1,2-b]pyridazin-6-yl)methyl)-5-(trifluoromethyl)piperidin-2-one